COC1=CC(=C(CO)C=C1)OCC1CC(C(C(C1)OCCCCCCCCCCCCCCCCCC)OCCCCCCCCCCCCCCCCCC)OCCCCCCCCCCCCCCCCCC 4-methoxy-2-[3',4',5'-tri(octadecyloxy)cyclohexylmethyloxy]benzyl alcohol